(S)-7-((1-acetylpyrrolidin-3-yl)oxy)-4-(o-tolyl)isoquinolin-1(2H)-one C(C)(=O)N1C[C@H](CC1)OC1=CC=C2C(=CNC(C2=C1)=O)C1=C(C=CC=C1)C